5-methyl-N-(7-methyl-quinolin-8-yl)-pyridine-2-sulfonamide CC=1C=CC(=NC1)S(=O)(=O)NC=1C(=CC=C2C=CC=NC12)C